tert-butyl ((1-(5-((2,3-dichlorophenyl)thio)-4-methyl-3-oxo-3,4-dihydropyrazin-2-yl)-4-methylpiperidin-4-yl)methyl)carbamate ClC1=C(C=CC=C1Cl)SC=1N(C(C(=NC1)N1CCC(CC1)(C)CNC(OC(C)(C)C)=O)=O)C